((5-cyclopropyl-8-hydroxyquinolin-7-yl)(pyridin-3-yl)methyl)butyramide C1(CC1)C1=C2C=CC=NC2=C(C(=C1)C(C=1C=NC=CC1)C(C(=O)N)CC)O